2-(2-fluoro-4-(pyrrolidin-2-yl)phenyl)-6-methoxy-N-methylbenzo[d]imidazo[2,1-b]thiazole-7-carboxamide hydrochloride Cl.FC1=C(C=CC(=C1)C1NCCC1)C=1N=C2SC3=C(N2C1)C=C(C(=C3)C(=O)NC)OC